N1=NC=CC2=C1C=NN=C2 pyridazino[4,5-c]pyridazine